FC1=NC(=CC(=C1)C1=C(C=CC(=C1)[N+](=O)[O-])C)F 2,6-difluoro-4-(2-methyl-5-nitrophenyl)pyridine